N-ethyl-1-aminobutane-2-ol C(C)NCC(CC)O